4-(2,6-Dioxopiperidin-3-yl)-5-oxo-N-((3R,5S)-1,3,5-trimethylpiperidin-4-yl)-4,5-dihydropyrrolo[2,3,4-de]quinoline-8-carboxamide O=C1NC(CCC1N1C(C=2C=3C1=CC=NC3C(=CC2)C(=O)NC2[C@@H](CN(C[C@@H]2C)C)C)=O)=O